6-(Cyclopropanecarboxamido)-4-((5-(2-methoxypropyl)-4-oxo-4,5-dihydrothieno[2,3-d]pyridazin-3-yl)amino)-N-(methyl-d3)nicotinamide C1(CC1)C(=O)NC1=NC=C(C(=O)NC([2H])([2H])[2H])C(=C1)NC1=CSC=2C=NN(C(C21)=O)CC(C)OC